C(CCCCCCCCCCCC=CCC=CCC=CCC)(=O)O 13,16,19-docosatrienoic acid